acrylamido-2-methylpropylammonium chlorid [Cl-].C(C=C)(=O)N[NH2+]CC(C)C